P(=O)(OCCCN1C(N(C(C=2N(C(=NC12)CCC1=CC(=CC=C1)OC)C)=O)CC#C)=O)(O)O 3-(8-(3-Methoxyphenethyl)-7-methyl-2,6-dioxo-1-(prop-2-yn-1-yl)-1,2,6,7-tetrahydro-3H-purin-3-yl)propyl dihydrogen phosphate